ethyl 5-(4-methoxyphenyl)-6-phenylpyrimidine-4-carboxylate COC1=CC=C(C=C1)C=1C(=NC=NC1C1=CC=CC=C1)C(=O)OCC